(R)-2-((2-((2,2'-dichloro-3'-((2-methylpyrido[3,2-d]pyrimidin-4-yl)amino)-[1,1'-biphenyl]-3-yl)carbamoyl)-4,5,6,7-tetrahydropyrazolo[1,5-a]pyridin-4-yl)amino)-2-methylpropanoic acid ClC1=C(C=CC=C1NC(=O)C1=NN2C([C@@H](CCC2)NC(C(=O)O)(C)C)=C1)C1=C(C(=CC=C1)NC=1C2=C(N=C(N1)C)C=CC=N2)Cl